N[C@H](C(=O)OCC)CC1=CC=CC=C1 ethyl (S)-2-amino-3-phenylpropionate